OC1(CCC1)C1=C(C(=CC=C1)C)N([2H])C(CC(C)(C)C)=O N-[2-(1-hydroxycyclobutyl)-6-methyl-phenyl]-3,3-dimethyl-butanamide-d